Cl.CN(C)CCCC=C(C(=O)N)C dimethylaminopropyl-methacrylamide hydrochloride salt